CC1(O[C@@H]2[C@@H]([C@H]([C@H]3OC[C@@]2(O3)COCCCCC(=O)O)NC3=NC(=CN=C3)C(F)(F)F)O1)C 5-(((3aR,4S,7S,8R,8aR)-2,2-dimethyl-8-((6-(trifluoromethyl)pyrazin-2-yl)amino)tetrahydro-4,7-epoxy[1,3]dioxolo[4,5-d]oxepin-4(5H)-yl)methoxy)pentanoic acid